CON(C(=O)C1=CC(=NN1)C)C N-methoxy-N,3-dimethyl-1H-pyrazole-5-carboxamide